5-chloro-1-ethyl-1H-pyrazole-4-carboxylic acid ethyl ester C(C)OC(=O)C=1C=NN(C1Cl)CC